di(naphthalene-1-yl)methanol C1(=CC=CC2=CC=CC=C12)C(O)C1=CC=CC2=CC=CC=C12